6-chloro-5-fluoro-2-(methoxymethyl)-4-[(2,2,2-trichloroacetyl)carbamylamino]pyridine-3-carboxylic acid ClC1=C(C(=C(C(=N1)COC)C(=O)O)NC(NC(C(Cl)(Cl)Cl)=O)=O)F